N-(2-(2-(((4,6-dimethylpyridin-3-yl)methyl)amino)-5-oxo-5,7-dihydro-6H-pyrrolo[3,4-b]pyridin-6-yl)ethyl)acetamide CC1=C(C=NC(=C1)C)CNC1=CC=C2C(=N1)CN(C2=O)CCNC(C)=O